NC=1C=2N(C=CN1)C(=NC2C2=C(C=C(C(=O)NC1=NC=CC(=C1)C1CC1)C=C2F)OCC)[C@H]2CN1C(CC3([C@@H]1CC2)CC3)=O 4-{8-amino-3-[(6'R-8a'S)-3'-oxohexahydro-5'H-spiro[cyclopropane-1,1'-indolizin]-6'-yl]imidazo[1,5-a]pyrazin-1-yl}-N-(4-cyclopropylpyridin-2-yl)-3-ethoxy-5-fluorobenzamide